C(C)N1C(=NC=2C(=NC=CC21)C2=CC(=C(C=C2)C(=O)N2CCOCC2)F)C(F)(F)F (4-(1-ethyl-2-(trifluoromethyl)-1H-imidazo[4,5-c]pyridin-4-yl)-2-fluorophenyl)(morpholin-4-yl)methanone